ClC=1C=C(C=CC1F)[C@@H](NC(=O)[C@@H]1CNC(O1)=O)C1=NN(C(=C1)C(F)(F)F)C |o1:8| (S)-N-((R or S)-(3-chloro-4-fluorophenyl)(1-methyl-5-(trifluoromethyl)-1H-pyrazol-3-yl)methyl)-2-oxooxazolidine-5-carboxamide